ClC1(C(C(=O)OC1=O)(Cl)Cl)Cl tetrachloro-ethylenedicarboxylic anhydride